BrC=1C=C(C=CC1)C=1N=NN(N1)CC=1C=C(N(N1)C1=NC=CC=C1Cl)C(=O)NC1=C(C=C(C=C1C)Cl)C(N)=O 5-[[5-(3-bromophenyl)tetrazol-2-yl]methyl]-N-(2-carbamoyl-4-chloro-6-methyl-phenyl)-2-(3-chloro-2-pyridinyl)pyrazole-3-carboxamide